C(C)(C)(C)C=1C=C(C=C(C1)C(C)(C)C)C1=CC=C2C(=N1)OC1=C2C=CC=C1O 2-(3,5-Di-tert-butylphenyl)benzofuro[2,3-b]pyridin-8-ol